9,9-bis[4-[2-(glycidyloxy)ethoxy]phenyl]-9H-fluorene C(C1CO1)OCCOC1=CC=C(C=C1)C1(C2=CC=CC=C2C=2C=CC=CC12)C1=CC=C(C=C1)OCCOCC1CO1